C(N)(=O)C=1C=C2C=CN=C(C2=CC1OC)OC[C@H]1N(C([C@H]([C@H]1CC)F)=O)CCOCCOCCOCCOCCNC(OC(C)(C)C)=O Tert-butyl (14-((2S,3S,4S)-2-(((6-carbamoyl-7-methoxyisoquinolin-1-yl)oxy)methyl)-3-ethyl-4-fluoro-5-oxopyrrolidin-1-yl)-3,6,9,12-tetraoxatetradecyl)carbamate